C(C)N1OC(C2C1C(CC(C2)(C2=CC=CC=C2)C)C)(C)C 1-ethyl-3,3,5,7-tetramethyl-5-phenyloctahydrobenzo[c]isoxazole